[N+](=O)([O-])CC 1-nitroethane